C(C)OP(=O)(OCC)C1=CC2=C(C(=NS2(=O)=O)N(C)/N=C/C2=CC(=C(C=C2)F)OC)C=C1 6-Diethoxyphosphoryl-N-[(E)-(4-fluoro-3-methoxy-phenyl)methylenamino]-N-methyl-1,1-dioxo-1,2-benzothiazol-3-amin